FC(OC1=CC(=NN1)NC1=C(N=C(C(=N1)OC1CCN(CC1)C(=O)OC(C)(C)C)C)C)F tert-butyl 4-((6-((5-(difluoromethoxy)-1H-pyrazol-3-yl)amino)-3,5-dimethylpyrazin-2-yl)oxy)piperidine-1-carboxylate